N=1N2C(C=CC1)=CC(=C2)C(=O)OCC ethyl pyrrolo[1,2-b]pyridazine-6-carboxylate